C(C1=CC=CC=C1)OCCCCN1CCC(CC1)(CC(=O)O)CC(=O)O 2,2'-(1-(4-(benzyloxy)butyl)piperidine-4,4-diyl)diacetic acid